O1CC(CC1)CNC(=O)N 1-((tetrahydrofuran-3-yl)methyl)urea